C(#N)[C@H]1N([C@H]2C[C@H]2C1)C(CNC(=O)C1=CC=NC2=CC(=CC=C12)C)=O N-(2-((1S,3S,5S)-3-Cyano-2-azabicyclo[3.1.0]hexan-2-yl)-2-oxoethyl)-7-methyl-quinoline-4-carboxamide